BrC1=C2C=C(C(N(C2=CC(=C1)C)C)=O)C 5-bromo-1,3,7-trimethylquinolin-2(1H)-one